(2-bromoethoxy)tertiary butyl-dimethyl-silane BrCCO[Si](C)(C)C(C)(C)C